N-[(3S,4R,5S)-3-fluoro-1-methyl-5-methyl-4-piperidyl]-3-(2,2-difluoroethenyl)-5-[3-(4-mesyl-2-anisidino)-1-propynyl]-1,7a-diaza-7-indenecarboxamide F[C@H]1CN(C[C@@H]([C@H]1NC(=O)C1=CC(=CC2=C(C=NN12)C=C(F)F)C#CCNC=1C(OC)=CC=C(C1)S(=O)(=O)C)C)C